FC1(CN(CC[C@@H]1N(C(=O)NC=1C(N(C=C(C1)C(F)(F)F)C)=O)C)C=1C=C2C(=NC1)NN=C2NC)F (S)-1-(3,3-difluoro-1-(3-(methylamino)-1H-pyrazolo[3,4-b]pyridin-5-yl)piperidin-4-yl)-1-methyl-3-(1-methyl-2-oxo-5-(trifluoromethyl)-1,2-dihydropyridin-3-yl)urea